6-bromo-4-(isopropylamino)-1,8-naphthyridine-3-carbonitrile BrC=1C=C2C(=C(C=NC2=NC1)C#N)NC(C)C